(3S,4S)-3,4-bis(((1S,2R)-2-phenylcyclopropyl) carbamoyl pyrrolidine-1-carbonyl)benzoate C1(=CC=CC=C1)[C@@H]1[C@H](C1)NC(=O)C1N(CCC1)C(=O)C=1C=C(C(=O)[O-])C=CC1C(=O)N1C(CCC1)C(N[C@@H]1[C@H](C1)C1=CC=CC=C1)=O